2-(((αR)-6-((S)-2,5-dioxo-4-((S)-3,3,3-trifluoro-2-methylpropyl)imidazolidin-1-yl)spiro[3.3]heptan-2-yl)oxy)nicotinamide O=C1N(C([C@@H](N1)C[C@@H](C(F)(F)F)C)=O)C1CC2(CC(C2)OC2=C(C(=O)N)C=CC=N2)C1